1-(4-(3-fluoro-5-(trifluoromethyl)benzyl)pyridin-2-yl)-1,7-dihydropyrazolo[4,3-d][1,2]oxazin-4(5H)-one FC=1C=C(CC2=CC(=NC=C2)N2N=CC=3C(NOCC32)=O)C=C(C1)C(F)(F)F